OC(C)(C)C1=CC=CC=C1 alpha-hydroxyisopropyl-benzene